3,5-Dimethyldihydro-2(3H)-thiophenon CC1C(SC(C1)C)=O